FC1=C(C(=CC=C1)OC)C=1C=C2C(=CN1)NN=C2NC(C2=CC(=CC=C2)N2CC(N(CC2)C)=O)=O N-(5-(2-Fluoro-6-methoxyphenyl)-1H-pyrazolo[3,4-c]pyridin-3-yl)-3-(4-methyl-3-oxopiperazin-1-yl)benzamide